(R)-N-[(1Z)-[3-fluoro-5-(methylthio)phenyl]methylene]-2-methylpropane-2-sulfinamide FC=1C=C(C=C(C1)SC)\C=N/[S@](=O)C(C)(C)C